Dibutyl 9,9'-((3-((2-(4-(2-((5-(bis(9-butoxy-2-hydroxy-9-oxononyl)amino)pentanoyl)oxy)ethyl)piperazin-1-yl)ethyl)disulfaneyl)propyl)azanediyl)bis(8-hydroxynonanoate) C(CCC)OC(CCCCCCC(CN(CCCCC(=O)OCCN1CCN(CC1)CCSSCCCN(CC(CCCCCCC(=O)OCCCC)O)CC(CCCCCCC(=O)OCCCC)O)CC(CCCCCCC(OCCCC)=O)O)O)=O